tertbutyl N-[4-[6-chloro-1-(2-trimethylsilylethoxymethyl)pyrrolo[3,2-c]pyridin-2-yl]-2-pyridyl]-N-(2,2,2-trifluoroethyl)carbamate ClC1=CC2=C(C=N1)C=C(N2COCC[Si](C)(C)C)C2=CC(=NC=C2)N(C(OC(C)(C)C)=O)CC(F)(F)F